ClNC=1C=C(C(=O)O)C=C(C1)NCl 3,5-dichloroaminobenzoic acid